ClC=1C=CC(=C(C1)[C@@H]1N(CCC1)C1=NC=2N(C=C1)N=CC2C=2C=CC(=C(C#N)C2)P(=O)(C)C)F (R)-5-(5-(2-(5-chloro-2-fluorophenyl)pyrrolidin-1-yl)pyrazolo[1,5-a]pyrimidin-3-yl)-2-(dimethylphosphoryl)benzonitrile